The molecule is an N-acylhexadecasphinganine in which the acyl group is specified as stearoyl (octadecanoyl). It is a N-acylhexadecasphinganine and a Cer(d34:0). It derives from an octadecanoic acid. CCCCCCCCCCCCCCCCCC(=O)N[C@@H](CO)[C@@H](CCCCCCCCCCCCC)O